3-[4-(BENZYLOXY)PHENYL]-3-OXOPROPANAL C(C1=CC=CC=C1)OC1=CC=C(C=C1)C(CC=O)=O